CSC=1OC(=NN1)C1CCOCC1 (methylthio)-5-(tetrahydro-2H-pyran-4-yl)-1,3,4-oxadiazole